CN(CCCN(CCC)C1=[N+](C2=CC=CC=C2C(=C1)/C=C\1/SC2=C(N1C)C=CC=C2)C2=CC=CC=C2)C N',N'-dimethyl-N-[4-[E-(3-methyl-1,3-benzothiazol-2-ylidene)methyl]-1-phenylquinolin-1-ium-2-yl]-N-propylpropane-1,3-diamine